N1N=NN=C1C1=CC=C(C=C1C1=CC=C(C=C1)CN1C(=NC(=C1CO)Cl)CCCC)C1=CC=CC=C1 (1-((6'-(1H-Tetrazol-5-yl)-[1,1':3',1''-terphenyl]-4-yl)methyl)-2-butyl-4-chloro-1H-imidazol-5-yl)methanol